2-(7-Aza-1H-benzotriazole-1-yl)-1,1,3,3-tetramethyluronium N1(N=NC2=C1N=CC=C2)OC(=[N+](C)C)N(C)C